CC(C[C@H]1C(C[C@H]2N(CCC3=CC(=C(C=C23)OC)OCCF)C1)O)(C)C (1R,3R,11bR)-3-(2,2-dimethylpropyl)-9-(2-fluoroethoxy)-10-methoxy-1H,2H,3H,4H,6H,7H,11bH-pyrido[2,1-a]isoquinolin-2-ol